(2S)-tert-butyl 2-((tert-butoxycarbonyl)amino)-4-(2-(1-ureidocyclobutyl)ethylsulfonimidoyl)butanoate C(C)(C)(C)OC(=O)N[C@H](C(=O)OC(C)(C)C)CCS(=O)(=N)CCC1(CCC1)NC(=O)N